3-methoxy-5-methylheptanoic acid-2,4-dimethoxybenzyl ester COC1=C(COC(CC(CC(CC)C)OC)=O)C=CC(=C1)OC